(E)-N-[2-[(2S,5R)-2-(4-chlorophenyl)-5-methyl-4-(4-nitrophenyl)sulfonylpiperazin-1-yl]-2-oxoethyl]-3-[2-fluoro-4-(trifluoromethyl)phenyl]prop-2-enamide ClC1=CC=C(C=C1)[C@@H]1N(C[C@H](N(C1)S(=O)(=O)C1=CC=C(C=C1)[N+](=O)[O-])C)C(CNC(\C=C\C1=C(C=C(C=C1)C(F)(F)F)F)=O)=O